1,1-bis(5-t-butyl-4-hydroxy-2-methylphenyl)-3-n-dodecylmercaptobutane C(C)(C)(C)C=1C(=CC(=C(C1)C(CC(C)SCCCCCCCCCCCC)C1=C(C=C(C(=C1)C(C)(C)C)O)C)C)O